F[B-](F)(F)F.CN(C(N(C)C)=O)C tetramethyl-urea tetrafluoroborate